2,4-dimethyloxetane-3-carboxylic acid CC1OC(C1C(=O)O)C